methyldi(trimethylsiloxy)silylglycerin ethyl-methacrylate C(C)C=C(C(=O)O)C.C[Si](O[Si](C)(C)C)(O[Si](C)(C)C)C(O)C(O)CO